ClC1=CC=C(C=C1)CN1C([C@H](CS(C2=C1C=C(C=C2)C(NNC(=O)C=2C=NC(=CC2)C)=O)(=O)=O)NC(OC(C)(C)C)=O)=O tert-butyl N-[(3R)-5-[(4-chlorophenyl)methyl]-7-[[(6-methylpyridine-3-carbonyl)amino]carbamoyl]-1,1,4-trioxo-2,3-dihydro-1λ6,5-benzothiazepin-3-yl]carbamate